3-bromo-2-(3-cyanophenyl)-N-[(1R)-2-hydroxy-1,2-dimethyl-propyl]imidazo[1,2-b]pyridazine-6-carboxamide BrC1=C(N=C2N1N=C(C=C2)C(=O)N[C@@H](C(C)(C)O)C)C2=CC(=CC=C2)C#N